(R)-6-chloro-3-((1-(2-(5-fluoro-6-methylpyridin-3-yl)-3,6-dimethyl-4-oxo-3,4-dihydroquinazolin-8-yl)ethyl)amino)-N-(methylsulfonyl)picolinamide ClC1=CC=C(C(=N1)C(=O)NS(=O)(=O)C)N[C@H](C)C=1C=C(C=C2C(N(C(=NC12)C=1C=NC(=C(C1)F)C)C)=O)C